N1(C=NC=C1)CC=CC(=O)N 4-(1H-imidazol-1-yl)but-2-enamide